(5,6-dichloro-1-{[2-(trimethylsilyl)ethoxy]methyl}-1H-1,3-benzodiazol-2-yl)oxyl-N,N-bis(propan-2-yl)acetamide ClC1=CC2=C(N(C(=N2)OCC(=O)N(C(C)C)C(C)C)COCC[Si](C)(C)C)C=C1Cl